3-Ethyl-pentanoic acid C(C)C(CC(=O)O)CC